(S)-3-((3-(7-bromo-6-cyano-1H-indol-3-yl)-4-(trifluoromethyl)phenyl)amino)azepane-1-carboxylic acid tert-butyl ester C(C)(C)(C)OC(=O)N1C[C@H](CCCC1)NC1=CC(=C(C=C1)C(F)(F)F)C1=CNC2=C(C(=CC=C12)C#N)Br